3-[3-[(trans)-4-(difluoromethoxy)phenyl]cyclobutyl]-5-[(7-methyl-6-oxo-purin-1-yl)methyl]-1,3,4-oxadiazol-2-one FC(OC1=CC=C(C=C1)C1CC(C1)N1C(OC(=N1)CN1C=NC=2N=CN(C2C1=O)C)=O)F